7-({[(4,4-difluorocyclohexyl)methyl]amino}methyl)-3,3-dimethyl-2H-furo[3,2-b]pyridine-5-carboxylic acid methyl ester COC(=O)C1=CC(=C2C(=N1)C(CO2)(C)C)CNCC2CCC(CC2)(F)F